NC=C(C(=O)[O-])CC Amino-ethylacrylat